ClC(OC1=CC=C(C=C1)NC(=O)C1=CC(=C2C(=C1)N(C(C21CN(CC1)C)=O)CC1=CC=C(C=C1)OC)C1=NNC=C1)(F)F N-(4-(chlorodifluoromethoxy)phenyl)-1-(4-methoxybenzyl)-1'-methyl-2-oxo-4-(1H-pyrazol-3-yl)spiro[indoline-3,3'-pyrrolidine]-6-carboxamide